tert-butyl 7-(2-((6-cyanopyridin-3-yl)(4-methoxybenzyl)amino)ethyl)-6,8-dioxa-2-azaspiro[3.5]nonane-2-carboxylate C(#N)C1=CC=C(C=N1)N(CCC1OCC2(CN(C2)C(=O)OC(C)(C)C)CO1)CC1=CC=C(C=C1)OC